4-((((1RS,4RS,5RS)-2-azabicyclo[2.2.1]heptan-5-yl)oxy)methyl)-5-cyclopropyl-3-(2,6-dichlorophenyl)isoxazole trifluoroacetate FC(C(=O)O)(F)F.[C@H]12NC[C@H]([C@@H](C1)OCC=1C(=NOC1C1CC1)C1=C(C=CC=C1Cl)Cl)C2 |r|